C(C)(C)(C)OC(NC1=CNC2=CC=C(C=C12)OCCC1CCN(CC1)CC(F)(F)F)=O.Cl.FC(CN1CCC(CC1)CCOC=1C=C2C(=CNC2=CC1)N)(F)F 5-(2-(1-(2,2,2-trifluoroethyl)piperidin-4-yl)ethoxy)-1H-indol-3-amine hydrochloride tert-Butyl-N-(5-[2-[1-(2,2,2-trifluoroethyl)piperidin-4-yl]ethoxy]-1H-indol-3-yl)carbamate